C(C)(C)(C)OC(=O)N1CC(CCC1)N1C(=CC=2C1=C1C(=NC2)NC=C1)C1=NC=CC=C1 3-(2-(pyridin-2-yl)dipyrrolo[2,3-b:2',3'-d]pyridin-1(6H)-yl)piperidine-1-carboxylic acid tert-butyl ester